C(C=O)(=O)C1CCN(CC1)C(=O)[O-] 4-oxaldehydoyl-piperidine-1-carboxylate